OC=1C=C2CN(C(C2=CC1)=O)CC1=NC=CC=C1 5-hydroxy-2-(pyridin-2-ylmethyl)isoindolin-1-one